1-(tert-butyl) 2-methyl (2S,4S)-4-(((4'-(trifluoromethyl)-[1,1'-biphenyl]-4-yl)methyl)amino)pyrrolidine-1,2-dicarboxylate FC(C1=CC=C(C=C1)C1=CC=C(C=C1)CN[C@H]1C[C@H](N(C1)C(=O)OC(C)(C)C)C(=O)OC)(F)F